(S)-N-((3-(ethoxymethyl)-1-((6-methylpyridin-3-yl)methyl)pyrrolidin-3-yl)methyl)-N-methylaniline C(C)OC[C@@]1(CN(CC1)CC=1C=NC(=CC1)C)CN(C1=CC=CC=C1)C